6-(benzyloxy)-2,3-dimethyl-4-(2-methyl-3-(4-oxoquinazolin-3(4H)-yl)phenyl)-1H-indole-7-carboxamide C(C1=CC=CC=C1)OC1=CC(=C2C(=C(NC2=C1C(=O)N)C)C)C1=C(C(=CC=C1)N1C=NC2=CC=CC=C2C1=O)C